CSC1=C(C=CC(=C1)C(F)(F)F)C(C)=O 1-(2-(methylthio)-4-(trifluoromethyl)phenyl)ethanone